C(C)NC(=O)C=1C(=CC(=NC1)NC1=NC=CC(=C1)C(=O)O)NC1=C(C(=CC=C1)C1=NC=C(C=N1)F)OC 2-{[5-(ethylcarbamoyl)-4-{[3-(5-fluoropyrimidin-2-yl)-2-methoxyphenyl]amino}pyridin-2-yl]amino}pyridine-4-carboxylic acid